C(C)OC1=CC=C(C=C1)C(=O)N1CCN(CC1)CCCCC1=CC=CC=C1 (4-Ethoxyphenyl)-[4-(4-phenylbutyl)piperazin-1-yl]methanon